(rac)-7-(azepan-4-yl)-2-tetrahydropyran-4-yl-3H-imidazo[4,5-b]pyridine N1CC[C@@H](CCC1)C1=C2C(=NC=C1)NC(=N2)C2CCOCC2 |r|